6-chloro-4-methyl-3-(3-(1-methyl-1H-indol-3-yl)acryloyl)quinolin-2(1H)-one ClC=1C=C2C(=C(C(NC2=CC1)=O)C(C=CC1=CN(C2=CC=CC=C12)C)=O)C